ClC1=CC=C(C=C1)C(C=C1NCCN1)=O 1-(4-chlorophenyl)-2-imidazolidinylideneethanone